1-(3'-butoxy-3-fluoro-[1,1'-biphenyl]-4-yl)ethan-1-one C(CCC)OC=1C=C(C=CC1)C1=CC(=C(C=C1)C(C)=O)F